tert-Butyl (3-(6-amino-2,3-difluorophenyl)prop-2-yn-1-yl)(6-methoxy-3-nitropyridin-2-yl)carbamate NC1=CC=C(C(=C1C#CCN(C(OC(C)(C)C)=O)C1=NC(=CC=C1[N+](=O)[O-])OC)F)F